N-(4-((5-ethoxy-4-((5-methyl-1H-pyrazol-3-yl)amino)-6-(4-(1-methylpiperidin-4-yl)piperazin-1-yl)pyrimidin-2-yl)thio)phenyl)cyclopropanecarboxamide C(C)OC=1C(=NC(=NC1N1CCN(CC1)C1CCN(CC1)C)SC1=CC=C(C=C1)NC(=O)C1CC1)NC1=NNC(=C1)C